N-(2-chloro-4-(trifluoromethyl)phenyl)-1-(4-((1-(2-(2,6-dioxopiperidin-3-yl)-1,3-dioxoisoindolin-5-yl)azetidin-3-yl)ethynyl)-1H-pyrazol-1-yl)cyclopentane-1-carboxamide ClC1=C(C=CC(=C1)C(F)(F)F)NC(=O)C1(CCCC1)N1N=CC(=C1)C#CC1CN(C1)C=1C=C2C(N(C(C2=CC1)=O)C1C(NC(CC1)=O)=O)=O